N-(3-oxododecanoyl)homoserinelactone CCCCCCCCCC(=O)CC(=O)N[C@H]1CCOC1=O